(6-(4-cyclopropyl-4H-1,2,4-triazol-3-yl)pyridin-2-yl)-7-fluoro-2-oxo-2,3,4,5-tetrahydro-1H-benzo[b]azepine-8-carboxamide C1(CC1)N1C(=NN=C1)C1=CC=CC(=N1)N1C2=C(CCCC1=O)C=C(C(=C2)C(=O)N)F